C(C(C)C)N(C1CN(CC1)C(=O)OC(C)(C)C)C(C(C)C)=O tert-butyl 3-[isobutyl(2-methylpropanoyl)amino]pyrrolidine-1-carboxylate